OCC(COCC(CO)(CO)CC)(CC)CO 2-[2,2-bis(hydroxymethyl)butoxymethyl]-2-ethyl-propane-1,3-diol